(1R,2R)-2-(2-fluorophenyl)-1-((R)-1-(5-hydroxy-4-oxo-1,4-dihydropyridazin-3-carbonyl) pyrrolidin-2-yl)-2-phenylethyl methanesulfonate CS(=O)(=O)O[C@H]([C@H](C1=CC=CC=C1)C1=C(C=CC=C1)F)[C@@H]1N(CCC1)C(=O)C1=NNC=C(C1=O)O